1-(5-(3-methylimidazo[1,2-a]pyrimidin-6-yl)pyrrolo[2,1-f][1,2,4]triazin-2-yl)cyclohexane-1,4-diamine CC1=CN=C2N1C=C(C=N2)C=2C=CN1N=C(N=CC12)C1(CCC(CC1)N)N